BrC1=C2C(=C(C(=C3C(=C(C4=C(C(=C(C(=C1[2H])C4=C32)[2H])[2H])[2H])[2H])[2H])[2H])[2H])[2H] 4-bromopyrene-d9